(R)- or (S)-2-phenylglycinol C1(=CC=CC=C1)[C@@H](N)CO |o1:6|